C1(CCC1)CN(C1CCC(CC1)N(C1=CC(N(C=2C=CC(=NC12)C#N)C)=O)C)C1=CC(=C(C=C1)C)OC(F)F 8-((4-((cyclobutylmethyl)(3-(difluoromethoxy)-4-methylphenyl)amino)cyclohexyl)(methyl)amino)-5-methyl-6-oxo-5,6-dihydro-1,5-naphthyridine-2-carbonitrile